C(C)(C)(C)OC(=O)N1CC(OCC1)CC1=CC(=C(C=C1)OC1=CC(=NC=C1)C)Cl.CC1=NC=CC=C1CNC(=O)C=1C=NC=CC1 N-[(2-methyl-3-pyridyl)methyl]pyridine-3-carboxamide tert-butyl-2-[[3-chloro-4-[(2-methyl-4-pyridyl)oxy]phenyl]methyl]morpholine-4-carboxylate